2-Chloro-5-(1,3-dimethyl-2-oxo-1-(pyridin-4-yl)-2,3-dihydro-1H-pyrrolo[2,3-c]quinolin-8-yl)pyridin ClC1=NC=C(C=C1)C1=CC=2C3=C(C=NC2C=C1)N(C(C3(C3=CC=NC=C3)C)=O)C